4-(4-hydrazinophenyl)-1,2,4-triazole hydrochloride Cl.N(N)C1=CC=C(C=C1)N1C=NN=C1